(3S,4S)-8-[8-(2H-indazol-6-yl)-7-methylimidazo[1,2-c]pyrimidin-5-yl]-3-methyl-2-oxa-8-azaspiro[4.5]decan-4-amine N=1NC=C2C=CC(=CC12)C=1C=2N(C(=NC1C)N1CCC3([C@@H]([C@@H](OC3)C)N)CC1)C=CN2